(R)-2-(4-(1,1-difluoroethyl)phenyl)-N-(1-(1-(2,2,2-trifluoroethyl)-1H-pyrazolo[3,4-c]pyridin-5-yl)ethyl)acetamide FC(C)(F)C1=CC=C(C=C1)CC(=O)N[C@H](C)C=1C=C2C(=CN1)N(N=C2)CC(F)(F)F